4-(1H-pyrrole-1-yl)benzene-1,2-diamine N1(C=CC=C1)C=1C=C(C(=CC1)N)N